1-(2-nitrophenyl)-1H-pyrazole [N+](=O)([O-])C1=C(C=CC=C1)N1N=CC=C1